FC1=C(C(=CC=2CCN(CCC21)CCCC(C)C)O)N2CC(NS2(=O)=O)=O 5-(6-fluoro-8-hydroxy-3-(4-methylpentyl)-2,3,4,5-tetrahydro-1H-benzo[d]azepin-7-yl)-1,2,5-thiadiazolidin-3-one 1,1-dioxide